6,6'-(4'-(tert-butyl)-[1,1':2',1''-terphenyl]-4,4''-diyl)bis(2,4-diphenyl-1,3,5-triazine) C(C)(C)(C)C=1C=C(C(=CC1)C1=CC=C(C=C1)C1=NC(=NC(=N1)C1=CC=CC=C1)C1=CC=CC=C1)C1=CC=C(C=C1)C1=NC(=NC(=N1)C1=CC=CC=C1)C1=CC=CC=C1